2-(di-tert-butylphosphino)-1,1'-binaphthyl C(C)(C)(C)P(C1=C(C2=CC=CC=C2C=C1)C1=CC=CC2=CC=CC=C12)C(C)(C)C